The molecule is a beta-alanine derivative that is propanoic acid in which one of the methyl hydrogens at position 3 is replaced by a (2-hydroxyethyl)nitrilo group. It is a secondary amino compound, a beta-alanine derivative and a primary alcohol. It derives from a beta-alanine. C(CNCCO)C(=O)O